3-methyl-4-(pyrimidin-5-yloxy)aniline CC=1C=C(N)C=CC1OC=1C=NC=NC1